CCCCCCCCCCCCCC=CC(=O)OCC Ethyl hexadecenoate